OC1=CC(=C(C(=C1)C)NS(=O)(=O)C=1C=C(C=CC1)CCCCCCC(=O)O)C 7-(3-(N-(4-hydroxy-2,6-dimethylphenyl)sulfamoyl)phenyl)heptanoic acid